N-BocPiperidone C(=O)(OC(C)(C)C)N1C(CCCC1)=O